(1,1-difluoroethyl)cyclopropanecarboxamide tert-butyl-(3-(4-(2-(4-hydroxylphenyl)propan-2-yl)phenyl)prop-2-yn-1-yl)carbamate C(C)(C)(C)N(C(O)=O)CC#CC1=CC=C(C=C1)C(C)(C)C1=CC=C(C=C1)O.FC(C)(F)C1(CC1)C(=O)N